methyl (S)-2-((4,11-diethyl-4-hydroxy-3,14-dioxo-3,4,12,14-tetrahydro-1H-pyrano[3',4':6,7]indolizino[1,2-b]quinolin-9-yl)oxy)-2-methylpropanoate C(C)[C@]1(C(OCC=2C(N3CC=4C(=NC=5C=CC(=CC5C4CC)OC(C(=O)OC)(C)C)C3=CC21)=O)=O)O